C(C1=CC=CC=C1)(=O)NN=CC=1N(C=CN1)C 1-methyl-1H-imidazole-2-carboxaldehyde benzoyl hydrazone